4-oxo-N-[[2-(1-piperidinylmethyl)-1H-indol-6-yl]methyl]pyrido[1,2-a]pyrimidine-2-carboxamide O=C1C=C(N=C2N1C=CC=C2)C(=O)NCC2=CC=C1C=C(NC1=C2)CN2CCCCC2